2-(2-fluorophenyl)-5-(6-methoxy-1,2,3,4-tetrahydronaphthalen-2-yl)-4,5,6,7-tetrahydro-3H-imidazo[4,5-c]pyridine, trifluoroacetic acid salt FC(C(=O)O)(F)F.FC1=C(C=CC=C1)C1=NC2=C(CN(CC2)C2CC3=CC=C(C=C3CC2)OC)N1